O1CCC2=C1C=CC=C2C=C(C(NC2=CC=C1C(=C2)NC(C12CCOCC2)=O)=O)NC(=O)C=2N(N=CC2)C N-{1-(2,3-Dihydro-1-benzofuran-4-yl)-3-oxo-3-[(2-oxospiro[1H-indole-3,4'-oxane]-6-yl)amino]prop-1-en-2-yl}-2-methylpyrazole-3-carboxamide